CS(=O)(=O)C=1N=CC2=C(N1)N(C(C=C2C#C[Si](C(C)C)(C(C)C)C(C)C)=O)C2=CC=C(C=C2)OC 2-methanesulfonyl-8-(4-methoxyphenyl)-5-[2-(triisopropylsilyl)ethynyl]pyrido[2,3-d]pyrimidin-7-one